The molecule is a 1,2-diacyl-sn-glycerol 3-phosphate in which the acyl substituents at positions 1 and 2 are specified as octadecanoyl and (9Z)-hexadecenoyl respectively. It derives from an octadecanoic acid and a palmitoleic acid. It is a conjugate acid of a 1-octadecanoyl-2-(9Z)-hexadecenoyl-sn-glycero-3-phosphate(2-). CCCCCCCCCCCCCCCCCC(=O)OC[C@H](COP(=O)(O)O)OC(=O)CCCCCCC/C=C\\CCCCCC